N-(2-(4,4-difluoropiperidin-1-yl)-6-methylpyrimidin-4-yl)-4-(((2-hydroxyethyl)sulfonyl)methyl)-2-(6-azaspiro[2.5]oct-6-yl)benzamide FC1(CCN(CC1)C1=NC(=CC(=N1)NC(C1=C(C=C(C=C1)CS(=O)(=O)CCO)N1CCC2(CC2)CC1)=O)C)F